benzophenone sodium [Na].C(C1=CC=CC=C1)(=O)C1=CC=CC=C1